6-methyl-1-(3-phenylpropyl)-2-(p-tolyl)-1H-benzo[d]imidazole CC=1C=CC2=C(N(C(=N2)C2=CC=C(C=C2)C)CCCC2=CC=CC=C2)C1